methyl 5-(3-acetyl-1-(2-((2S,4R)-2-((6-bromopyridin-2-yl)carbamoyl)-4-fluoropyrrolidin-1-yl)-2-oxoethyl)-1H-indazol-5-yl)pyrimidine-2-carboxylate C(C)(=O)C1=NN(C2=CC=C(C=C12)C=1C=NC(=NC1)C(=O)OC)CC(=O)N1[C@@H](C[C@H](C1)F)C(NC1=NC(=CC=C1)Br)=O